P(OCC#C)(OCC#C)OCC#C tri(propargyl) phosphite